O=C1CN(OC(C1)=O)C1=CC=C(C#N)C=C1 4-(4,6-Dioxo-1,2-oxazinan-2-yl)benzonitrile